N[C@@H](C(=O)O)CC D-α-aminobutyric acid